2-amino-3-(benzyloxy)-5-bromobenzoic acid methyl ester COC(C1=C(C(=CC(=C1)Br)OCC1=CC=CC=C1)N)=O